NC(CC(=O)O)CC1=C(C=C(C(=C1)F)F)F 3-amino-4-(2,4,5-trifluorophenyl)butyric acid